trans-N-[3-[6-(4-hydroxyphenyl)-1-tetrahydropyran-2-yl-indazol-4-yl]oxycyclobutyl]-N-methyl-carbamic acid tert-butyl ester C(C)(C)(C)OC(N(C)[C@@H]1C[C@H](C1)OC1=C2C=NN(C2=CC(=C1)C1=CC=C(C=C1)O)C1OCCCC1)=O